C(C)(C)(C)OC(=O)N1[C@@H](CCC1)C=1C=C(C=C2CCN(CC12)C(=O)C1=NC=NC(=C1)C)C=1C=C2C(=NC1)NC=C2C (S)-2-(6-(3-methyl-1H-pyrrolo[2,3-b]pyridin-5-yl)-2-(6-methylpyrimidine-4-carbonyl)-1,2,3,4-tetrahydroisoquinolin-8-yl)pyrrolidine-1-carboxylic acid tert-butyl ester